C(#N)CCO[SiH3] cyanoethoxysilane